[Ti].[V].[Fe] iron-vanadium titanium